C12CC(C1)(C2)COC2=NN(C=C2)C2=CC=C(C(=N2)Cl)C(=O)O 6-[3-(3-bicyclo[1.1.1]pentanylmethoxy)pyrazol-1-yl]-2-chloro-pyridine-3-carboxylic acid